N-(2-(3-allyl-4,4-difluoropiperidin-1-yl)-6-methoxypyrimidin-4-yl)-1,1-diphenylmethanimine C(C=C)C1CN(CCC1(F)F)C1=NC(=CC(=N1)N=C(C1=CC=CC=C1)C1=CC=CC=C1)OC